(R)-7-(5-(1-(2,2-difluoro-1-(4-fluorophenyl)propyl)-1H-pyrazol-4-yl)-2-fluoropyridin-3-yl)-[1,2,4]triazolo[1,5-a]pyridin-2-amine FC([C@@H](C1=CC=C(C=C1)F)N1N=CC(=C1)C=1C=C(C(=NC1)F)C1=CC=2N(C=C1)N=C(N2)N)(C)F